BrC1=CC=CC=2C=3N(C(=NC12)N[C@H]1C(NCC1)=O)N=C(N3)C3=CC=C(C=C3)F (3R)-3-{[7-bromo-2-(4-fluorophenyl)[1,2,4]triazolo[1,5-c]quinazolin-5-yl]amino}pyrrolidin-2-one